C(C)(C)(C)C=1C=C(C=C(C1O)C)CCC(=O)OCC(C)(C)C1OCC2(CO1)COC(OC2)C(COC(CCC2=CC(=C(C(=C2)C)O)C(C)(C)C)=O)(C)C 3,9-bis[2-{β-(3-tert-butyl-4-hydroxy-5-methylphenyl)propionyloxy}-1,1-dimethylethyl]-2,4,8,10-tetraoxaspiro[5.5]undecane